N4-methyl-N2-[1-(2-methylsulfonylethyl)indazol-4-yl]-5-(trifluoromethyl)pyrimidine-2,4-diamine CNC1=NC(=NC=C1C(F)(F)F)NC1=C2C=NN(C2=CC=C1)CCS(=O)(=O)C